C1(CC1)C1=CN=C(S1)NC(C(C)C=1C=C(C=NC1)C=1N=CC(=NC1)NC(C=C)=O)=O N-(5-(5-(1-((5-cyclopropylthiazol-2-yl)amino)-1-oxopropan-2-yl)pyridin-3-yl)pyrazin-2-yl)acrylamide